FC1=C(COC2=NC(N3C(N4[C@@H](COCC4)C3)=C2)=O)C=C(C(=C1)F)F (R)-7-((2,4,5-trifluorobenzyl)oxy)-3,4,11,11a-tetrahydropyrimido[6',1':2,3]imidazo[5,1-c][1,4]oxazin-9(1H)-one